(4-(6,7-dimethoxy-4-oxo-3,4-dihydro-phthalazin-1-yl)benzyl)sulfonamide hydrochloride Cl.COC=1C=C2C(NN=C(C2=CC1OC)C1=CC=C(CS(=O)(=O)N)C=C1)=O